3-Methyl-2-(6-(((tetrahydro-2H-pyran-4-yl)amino)methyl)pyridazin-3-yl)-5-(trifluoromethyl)phenol CC=1C(=C(C=C(C1)C(F)(F)F)O)C=1N=NC(=CC1)CNC1CCOCC1